[Si](C)(C)(C(C)(C)C)OCCN1C[C@@H](CCC1)NC1=C2C(=C(N=N1)Cl)C=NC=C2 (R)-N-(1-(2-((tert-Butyldimethylsilyl)oxy)ethyl)piperidin-3-yl)-4-chloropyrido[3,4-d]pyridazin-1-amine